(trinitrophenyl)adenosine 5'-diphosphate P(O)(=O)(OP(=O)(O)O)OC[C@@H]1[C@H]([C@H]([C@@](O1)(N1C=NC=2C(N)=NC=NC12)C1=C(C(=C(C=C1)[N+](=O)[O-])[N+](=O)[O-])[N+](=O)[O-])O)O